C1=CC(=CC=C1CN)CN p-xylenediamine